FC(C(=O)O[Si](C)(C)C)(F)F trimethylsilyl trifluoroacetate